CN1N=CC(=C1)C#CC1=CC=C2C=3C(=C(N(C(C13)=O)C1=CC=CC=C1)[C@H](C)NC(=O)C=1C(=NN3C1N=CC=C3)NS(N)(=O)=O)C=C2 (S)-N-(1-(8-((1-methyl-1H-pyrazol-4-yl)ethynyl)-1-oxo-2-phenyl-1,2-dihydrocyclopenta[de]isoquinolin-3-yl)ethyl)-2-(sulfamoylamino)pyrazolo[1,5-a]pyrimidine-3-carboxamide